FC1(CN(C1)C=1C=C(C#N)C=C(C1)[N+](=O)[O-])F 3-(3,3-difluoroazetidin-1-yl)-5-nitrobenzonitrile